2-(3-(difluoromethyl)-6-fluoro-1H-indazol-1-yl)-N-(3-(2-hydroxypropan-2-yl)bicyclo[1.1.1]pentane-1-yl)pyrimidine-5-carboxylic acid amide FC(C1=NN(C2=CC(=CC=C12)F)C1=NC=C(C=N1)C(=O)NC12CC(C1)(C2)C(C)(C)O)F